Cl.FC1(CN(CC1)C1=NC=CC(=C1)[C@](O)(C1(CNC1)C)C1=CC=C(C=C1)C(C)C)F (S)-[2-(3,3-Difluoro-pyrrolidin-1-yl)-pyridin-4-yl]-(4-isopropyl-phenyl)-(3-methyl-azetidin-3-yl)-methanol, hydrochloride salt